((R)-8-(pyridin-3-ylsulfonyl)-1-oxa-8-azaspiro[4.5]decan-3-yl)carbamate N1=CC(=CC=C1)S(=O)(=O)N1CCC2(C[C@H](CO2)NC([O-])=O)CC1